ClC=1N=C(C2=C(N1)C(=C(N=C2)C2=CC=CC1=CC=C(C(=C21)C#C)F)F)N2C[C@H]1CC[C@@H](C2)N1C(=O)OCC=C allyl (1R,5S)-3-(2-chloro-7-(8-ethynyl-7-fluoronaphthalen-1-yl)-8-fluoropyrido[4,3-d]pyrimidin-4-yl)-3,8-diazabicyclo[3.2.1]octane-8-carboxylate